ClC=1C=C(C=C(C1)Cl)N1N=C(C=C1N)C 1-(3,5-Dichlorophenyl)-3-methyl-1H-pyrazol-5-amine